N2-(2-(1-(Cyclopropylsulfonyl)-1H-pyrazol-4-yl)pyrimidin-4-yl)-5-(5-(4,4-difluoropiperidin-1-yl)pyrazin-2-yl)-N4-((1s,4s)-4-((dimethylamino)methyl)cyclohexyl)pyridine-2,4-diamine C1(CC1)S(=O)(=O)N1N=CC(=C1)C1=NC=CC(=N1)NC1=NC=C(C(=C1)NC1CCC(CC1)CN(C)C)C1=NC=C(N=C1)N1CCC(CC1)(F)F